Acetic acid [(1R,3R,4R,7S)-1-[[bis(4-methoxyphenyl)-phenylmethoxy] methyl]-3-(5-methyl-2,4-dioxo-pyrimidin-1-yl)-5-pyrimidin-2-yl-2-oxa-5-azabicyclo[2.2.1]heptan-7-yl] ester COC1=CC=C(C=C1)C(OC[C@]12O[C@H]([C@H](N(C1)C1=NC=CC=N1)[C@@H]2OC(C)=O)N2C(NC(C(=C2)C)=O)=O)(C2=CC=CC=C2)C2=CC=C(C=C2)OC